C(C)C1(COC1)COCC(CCCC)CC 3-ethyl-3-[((2-ethylhexyl)-oxy)methyl]oxetane